(Z)-2-(7a-(hydroxymethyl)tetrahydro-1H-pyrrolizin-2(3H)-ylidene)-N,N-dimethylacetamide OCC12CCCN2C\C(\C1)=C/C(=O)N(C)C